tert-butyl 3-((6-((4,4-difluorocyclohexyl)amino)-2-(3-(fluoromethyl)-1H-pyrazol-1-yl)pyrimidin-4-yl) methoxy)azetidine-1-carboxylate FC1(CCC(CC1)NC1=CC(=NC(=N1)N1N=C(C=C1)CF)COC1CN(C1)C(=O)OC(C)(C)C)F